N1N=CC2=C1C=CC=C2 benzo-diazole